8-BROMOIMIDAZO[1,2-A]PYRIDIN-2-CARBALDEHYDE BrC=1C=2N(C=CC1)C=C(N2)C=O